C(C)(=O)OCCOCCCC acetic acid, 2-butoxyethyl ester